NC1=CC=C(C=N1)C1=CC=2C(=NC=CC2S1)N(C(C1=C(C=C(C=C1)N1N=NC=2C1=NC=CC2)F)=O)[C@H]2CNCCC2 N-[2-(6-amino-3-pyridyl)thieno[3,2-c]pyridin-4-yl]-2-fluoro-N-[(3R)-3-piperidyl]-4-(triazolo[4,5-b]pyridin-3-yl)benzamide